N-(2-(4,5-difluoro-1H-indol-3-yl)ethyl)-N-ethylpropan-1-amine FC1=C2C(=CNC2=CC=C1F)CCN(CCC)CC